2-((1-((3-(BENZO[D][1,3]DIOXOL-5-YL)-1,2,4-OXADIAZOL-5-YL)METHYL)PIPERIDIN-4-YL)THIO)-6-METHYLPYRIMIDIN-4-AMINE O1COC2=C1C=CC(=C2)C2=NOC(=N2)CN2CCC(CC2)SC2=NC(=CC(=N2)N)C